N1=NC=CC2=C1SC=N2 thiazolo[5,4-c]pyridazine